acrylic acid pentachlorophenyl ester ClC1=C(C(=C(C(=C1OC(C=C)=O)Cl)Cl)Cl)Cl